Bis-hydroxyethyl-bisphenol a OCCC=1C(=C(O)C=CC1C(C)(C)C1=CC=C(C=C1)O)CCO